O(C#N)C1=CC=C(C=C1)C(C(C)C1=CC=C(C=C1)OC#N)C bis(4-cyanatophenyl)butane